Methyl (S)-2-(3-((Tert-Butoxycarbonyl)Amino)-2-Oxopyridin-1(2H)-yl)-3-Cyclopropylpropanoate C(C)(C)(C)OC(=O)NC=1C(N(C=CC1)[C@H](C(=O)OC)CC1CC1)=O